((6-(6-propyl-2-((5-(4-(4-methylpiperazin-1-yl)piperidin-1-yl)pyridin-2-yl)amino)-7H-pyrrolo[2,3-d]pyrimidin-7-yl)pyridin-2-yl)imino)dimethyl-λ6-sulfanone C(CC)C1=CC2=C(N=C(N=C2)NC2=NC=C(C=C2)N2CCC(CC2)N2CCN(CC2)C)N1C1=CC=CC(=N1)N=S(=O)(C)C